FC1=C(C=O)C=C(C=N1)[N+](=O)[O-] 2-fluoro-5-nitronicotinaldehyde